O1[C@@H](CC1)CN1CNC2=NC(=CC=C21)C(=O)O 1-(((S)-oxetan-2-yl)methyl)-3H-imidazo[4,5-b]Pyridine-5-carboxylic acid